6-hexyl-1,4-diazaspiro[4.4]nonan-2-one C(CCCCC)C1C2(NCC(N2)=O)CCC1